1,6-bis((3-methyloxetan-3-yl)methoxy)hexane CC1(COC1)COCCCCCCOCC1(COC1)C